NC1=NC=NC=2N(C3=C(C=C(C=C3C21)C(F)(F)F)C)CC(=O)N2[C@@H](C[C@@](C2)(C)F)C(=O)NC2=NC(=CC=C2)Cl (2S,4R)-1-(2-(4-amino-8-methyl-6-(trifluoromethyl)-9H-pyrimido[4,5-b]indol-9-yl)acetyl)-N-(6-chloropyridin-2-yl)-4-fluoro-4-methylpyrrolidine-2-carboxamide